C(C=C)(=O)OC(CC=1SC=C2OCCOC21)CC 1-(2,3-dihydrothieno[3,4-b][1,4]dioxin-5-yl)butan-2-yl acrylate